5-octylsulfate sodium salt [Na+].CCCCC(CCC)OS(=O)(=O)[O-]